(S)-N-{(S)-1-[2-(benzo[d]isoxazol-3-yl)phenyl]-2-(6-bromopyridine-2-yl)ethyl}propane-2-sulfinamide O1N=C(C2=C1C=CC=C2)C2=C(C=CC=C2)[C@H](CC2=NC(=CC=C2)Br)N[S@@](=O)C(C)C